(S)-(3-(4-(4-(2-hydroxy-2-(2-(4-methoxybenzyl)-2H-tetrazol-5-yl)ethoxy)phenyl)-1H-pyrazol-1-yl)propyl)carbamic acid tert-butyl ester C(C)(C)(C)OC(NCCCN1N=CC(=C1)C1=CC=C(C=C1)OC[C@H](C=1N=NN(N1)CC1=CC=C(C=C1)OC)O)=O